NC=1N=C2N(N=C(C=C2)C=2C=CC(=C(C2)N2OCC[C@H]2C2=CC=CC=C2)OC)C1 (S)-N-(5-(2-aminoimidazo[1,2-b]pyridazin-6-yl)-2-methoxyphenyl)-3-phenylisoxazolidine